C(C)(C)(C)OC(=O)NCCCC/C=C/C(=O)OC methyl (E)-7-(tert-butoxycarbonylamino)hept-2-enoate